N-(4-((2-amino-3-(3-hydroxyprop-1-yn-1-yl)pyridin-4-yl)oxy)-3,5-difluorophenyl)-1-phenyl-5-(trifluoromethyl)-1H-pyrazole-4-carboxamide NC1=NC=CC(=C1C#CCO)OC1=C(C=C(C=C1F)NC(=O)C=1C=NN(C1C(F)(F)F)C1=CC=CC=C1)F